OCCC1C(C1)O 2-(2-hydroxyethyl)cyclopropan-1-ol